(S)-6-(1-amino-1,3-dihydrospiro[indene-2,4'-piperidine]-1'-yl)-3-(1-(4-(difluoromethyl)pyridin-2-yl)vinyl)-1,5-dihydro-4H-pyrazole N[C@@H]1C2=CC=CC=C2CC12CCN(CC2)C2=CC(=CC(=N2)C(=C)C2=NNCC2)C(F)F